N,N-diethyl-toluenediamine C(C)N(C(C1=CC=CC=C1)N)CC